ClC1=CC(=NC=C1)NC(CCCCCCCCCCCCCCC)=O N-(4-chloropyridin-2-yl)palmitamide